CN(C1C(N(CC2(CC2)C1)CC1=CC=C(C=C1)OCC(C)C)=O)C 7-(dimethylamino)-5-(4-isobutoxybenzyl)-5-azaspiro[2.5]octane-6-one